CN(S(O)(=O)=O)C N,N-dimethylsulfamic acid